3-(4-(2-hydroxyethyl)-8-oxo-2,3,4,5,8,10-hexahydro-9H-oxepino[2,3-e]isoindol-9-yl)piperidine-2,6-dione OCCC1CC=2C(=C3CN(C(C3=CC2)=O)C2C(NC(CC2)=O)=O)OCC1